3-(tert-butyl)1-ethyl-(S)-4-oxo-[1,1'-bi(cyclohexan)] C(C)(C)(C)C1C[C@](CCC1=O)(C1CCCCC1)CC